CCCCCC(CCCCCCCCCCCCCCC)O heneicosane-6-ol